4-octyl-1,4-epidioxyphthalic acid C(CCCCCCC)C12C=C(C(C(=O)O)(C=C1)OO2)C(=O)O